NCC=1C=C(C=CC1)C1CCN(CC1)C(\C=C/C1=CC(=C(C=C1)O)O)=O (Z)-1-(4-(3-(aminomethyl)phenyl)piperidin-1-yl)-3-(3,4-dihydroxyphenyl)prop-2-en-1-one